CN(C1=CC=C(C=C1)OC#N)C1=NC=NC=N1 (N-methyl-4-cyanatoanilino)-1,3,5-triazine